oxazepine Tert-butyl-6-(3-(2,2-dimethyl-4-((1R,4R)-5-(methylsulfonyl)-2,5-diazabicyclo[2.2.1]heptan-2-yl)piperidin-1-yl)-5-methyl-1H-pyrazol-1-yl)-2-azaspiro[3.3]heptane-2-carboxylate C(C)(C)(C)OC(=O)N1CC2(C1)CC(C2)N2N=C(C=C2C)N2C(CC(CC2)N2[C@H]1CN([C@@H](C2)C1)S(=O)(=O)C)(C)C.O1N=CC=CC=C1